C1(CCCC1)N1C(=NC=C1)N 1-cyclopentylimidazol-2-amine